C1(=CC=CC=C1)P(=O)(C=1C=C(C=CC1)C=1OC(=NN1)C1=CC(=CC=C1)P(=O)(C1=CC=CC=C1)C1=CC=CC=C1)C1=CC=CC=C1 2,5-bis[3-(diphenylphosphinyl)phenyl]-1,3,4-oxadiazole